OCCN1N=C(C=C1)C=1C=CC=2N(C1)N=NC2C(=O)O 6-(1-(2-hydroxyethyl)-1H-pyrazol-3-yl)-[1,2,3]triazolo[1,5-a]pyridine-3-carboxylic acid